C(C)(=O)N[C@@H]1CN(C[C@H]1O)CCNC(OC(C)(C)C)=O tert-butyl N-{2-[(3R,4R)-3-acetamido-4-hydroxypyrrolidin-1-yl]ethyl}carbamate